FC(C1=CC=C(C=C1)C1=C(C(=C2C=CC3=C(C(=C(C4=CC=C1C2=C34)C3=CC=C(C=C3)C(F)(F)F)O)C3=CC=C(C=C3)C(F)(F)F)C3=CC=C(C=C3)C(F)(F)F)O)(F)F 1,3,6,8-tetra-(4-trifluoromethylphenyl)-2,7-dihydroxypyrene